(R)-3-(5-(2-(3,4-dihydro-2H-pyrido[3,2-b][1,4]oxazin-6-yl)ethoxy)-1H-indazol-1-yl)-3-(6-methoxypyridin-3-yl)propionic acid O1C2=C(NCC1)N=C(C=C2)CCOC=2C=C1C=NN(C1=CC2)[C@H](CC(=O)O)C=2C=NC(=CC2)OC